tertiary butyl sulfide C(C)(C)(C)SC(C)(C)C